C(C)(C)(C)C1(C=C2C3(C14C(OC3)OC=C4O)CCO2)O 9-tert-butyl-8,9-dihydroxydihydro-9H-furo[2,3-b]furo[3',2':2,3]cyclopenta[1,2-c]furan